titanium lanthanum tellurium oxide [Te]=O.[La].[Ti]